C(C)SSC(C)C1=CC=C(C(=O)O)C=C1 4-(1-(ethyldisulfaneyl)ethyl)benzoic acid